FC1=C(COC=2C=CC3=C(C(=C(O3)C)C(=O)N[C@@H]3CN(CC3)C(=O)OC(C)(C)C)C2)C(=CC=C1)F tert-butyl (S)-3-(5-((2,6-difluorobenzyl)oxy)-2-methylbenzofuran-3-carboxamido)pyrrolidine-1-carboxylate